NC1=C(C(=NC=N1)NCC1CCN(CC1)C(C=C)=O)C1=CC=C(C=C1)OC1=CC=CC=C1 1-[4-({[6-amino-5-(4-phenoxyphenyl)pyrimidin-4-yl]amino}methyl)piperidin-1-yl]prop-2-en-1-one